ethoxybenzeneacetophenone C(C)OC1=C(C=CC=C1)CC(=O)C1=CC=CC=C1